2-((1-(3-cyclopropyl-7-methyl-4-oxo-2-(piperidin-1-yl)-4H-pyrido[1,2-a]pyrimidin-9-yl)ethyl)amino)benzoic acid C1(CC1)C1=C(N=C2N(C1=O)C=C(C=C2C(C)NC2=C(C(=O)O)C=CC=C2)C)N2CCCCC2